O=C1NC(CCC1N1C(N(C2=C1C=CC=C2C#CCC2CCN(CC2)C(=O)OC(C)(C)C)C)=O)=O tert-butyl 4-(3-(1-(2,6-dioxopiperidin-3-yl)-3-methyl-2-oxo-2,3-dihydro-1H-benzo[d]imidazol-4-yl)prop-2-yn-1-yl)piperidine-1-carboxylate